3-bromo-2-fluoro-5-(trifluoromethyl)benzonitrile BrC=1C(=C(C#N)C=C(C1)C(F)(F)F)F